2,3,7,8-tetrahydroxy[1]benzopyrano[5,4,3-cde][1]benzopyran-5,10-dione OC=1C(=C2OC(C=3C=C(C(=C4C3C2=C(C(O4)=O)C1)O)O)=O)O